C1(CC1)N1CCC(CC1)C(=O)O cyclopropylpiperidine-4-carboxylic acid